CN(C)CC=1C=C(N(CC2=CC(=CC=C2)N2CCOCC2)CC2=CC(=CC=C2)OC)C=CC1 3-((dimethylamino)methyl)-N-(3-methoxybenzyl)-N-(3-morpholinobenzyl)aniline